methyl 2-amino-5-(4-(benzyloxy)butyl)thiazole-4-carboxylate NC=1SC(=C(N1)C(=O)OC)CCCCOCC1=CC=CC=C1